C(C1=CC=NC=C1)N[C@@H](C(C)C)C(=O)O isonicotinyl-valine